divinylbutanediol diphosphate P(O)(=O)(OP(=O)(O)O)OC(C(CC)C=C)(O)C=C